1-((4R,5R,7S,8R)-7-fluoro-8-hydroxy-7-(hydroxymethyl)-6-oxa-1-thiaspiro[3.4]oct-5-yl)pyrimidine-2,4(1H,3H)-dione F[C@@]1(O[C@H]([C@@]2(CCS2)[C@@H]1O)N1C(NC(C=C1)=O)=O)CO